NC1=NC2=C(C=CC=C2C(=N1)C(=O)NCC1=NC(=CC=C1)COC1=CC=C(C=C1)F)OC 2-amino-N-[[6-[(4-fluorophenoxy)methyl]-2-pyridyl]methyl]-8-methoxy-quinazoline-4-carboxamide